2-(3,5-dichloro-1H-pyrazolo[3,4-b]pyridin-4-yl)-1-[(1S)-5-[(1R)-2-fluoro-1-hydroxy-1-methyl-ethyl]-1-methyl-3,4-dihydro-1H-isoquinolin-2-yl]ethanone ClC1=NNC2=NC=C(C(=C21)CC(=O)N2[C@H](C1=CC=CC(=C1CC2)[C@@](CF)(C)O)C)Cl